C(#N)C1=C(C=C(C=C1)N1C(N(C(C1=O)(C)C)C1CCC(CC1)OCCC1C(CN(CC1)C(=O)OC(C)(C)C)(F)F)=S)C(F)(F)F tert-butyl 4-(2-(((1r,4r)-4-(3-(4-cyano-3-(trifluoromethyl)phenyl)-5,5-dimethyl-4-oxo-2-thioxoimidazolidin-1-yl)cyclohexyl)oxy)ethyl)-3,3-difluoropiperidine-1-carboxylate